8-((2-hydroxyethyl)amino)-7-((4'-methoxy-[1,1'-biphenyl]-3-yl)methyl)-1,3-dimethyl-3,7-dihydro-1H-purine-2,6-dione OCCNC1=NC=2N(C(N(C(C2N1CC=1C=C(C=CC1)C1=CC=C(C=C1)OC)=O)C)=O)C